C1=C2C=3C(=NC2=C(C=C1)C(=O)O)C=CC=CC3 cyclohepta[b]indole-4-carboxylic acid